(1s,4s)-N-(4-Methoxy-3-methylphenyl)-4-(5-methyl-2-oxo-1,2-dihydropyrido[2,3-d]pyrimidin-3(4H)-yl)cyclohexanecarboxamide COC1=C(C=C(C=C1)NC(=O)C1CCC(CC1)N1C(NC2=C(C1)C(=CC=N2)C)=O)C